N-(tert-butyl)-4-imino-8-methoxyquinazoline-2,3(4H)-diamine C(C)(C)(C)NC1=NC2=C(C=CC=C2C(N1N)=N)OC